CC(C(C(=O)O)C(=O)O)CCC(C(=O)O)C(=O)O 2-methylpentane-1,1,5,5-tetracarboxylic acid